C(C)(C)(C)OC(=O)N1C(CCC1)C1=CC(=C(C=C1)C=1N=C2SC3=C(N2C1)C=C(C(=C3)C(=O)OC)OCCOC)F methyl 2-(4-(1-(tert-butoxycarbonyl)pyrrolidin-2-yl)-2-fluorophenyl)-6-(2-methoxyethoxy)benzo[d]imidazo[2,1-b]thiazole-7-carboxylate